C1(=CC=C(C=C1)C1=C(C=CC(=C1)N)C1=CC(=CC=C1)C1=CC=CC2=CC=CC=C12)C1=CC=CC=C1 1,1'-biphenyl-4-yl-3'-(1-naphthalenyl)[1,1'-biphenyl]-4-amine